5-chloro-8-((4-fluoro-1-(2-((1r,3r)-3-methylcyclobutyl)ethyl)-1H-indazol-6-yl)sulfonyl)-3-hydroxyquinazoline-2,4(1H,3H)-dione ClC1=C2C(N(C(NC2=C(C=C1)S(=O)(=O)C1=CC(=C2C=NN(C2=C1)CCC1CC(C1)C)F)=O)O)=O